1-(2-(4-(tert-butyl)phenyl)-1H-benzo[d]imidazol-1-yl)ethan-1-one C(C)(C)(C)C1=CC=C(C=C1)C1=NC2=C(N1C(C)=O)C=CC=C2